bromo-8-methyl-4-oxo-2,3-dihydro-1,5-naphthyridine-1-carboxylic acid tert-butyl ester C(C)(C)(C)OC(=O)N1C(CC(C2=NC=CC(=C12)C)=O)Br